N-((3R,4S)-3-fluoro-1-(oxetan-3-yl)piperidin-4-yl)-5-(1-isopropyl-1H-benzo[d][1,2,3]triazol-6-yl)-4-methoxypyrrolo[2,1-f][1,2,4]triazin-2-amine F[C@@H]1CN(CC[C@@H]1NC1=NN2C(C(=N1)OC)=C(C=C2)C=2C=CC1=C(N(N=N1)C(C)C)C2)C2COC2